ClC1=C(C=CC=C1)N(C(CN(C)CC1=NC(=C2C(=N1)N(N=C2)C2=C(C=CC=C2)OC)O)=O)C N-(2-chlorophenyl)-2-(((4-hydroxy-1-(2-methoxyphenyl)-1H-pyrazolo[3,4-d]pyrimidin-6-yl)methyl)(methyl)amino)-N-methylacetamide